1-(1-acryloylpyrrolidin-3-yl)-3-(4-cyclohexylphenyl)-1,6-dihydro-7H-pyrazolo[4,3-d]pyrimidin-7-one C(C=C)(=O)N1CC(CC1)N1N=C(C=2N=CNC(C21)=O)C2=CC=C(C=C2)C2CCCCC2